Methyl-2,5-diazaspiro[3.4]octane CC1NCC12NCCC2